3,7-diamino-2,8-dimethyl-5-phenyl-phenazinium chloride [Cl-].NC=1C(=CC2=NC3=CC(=C(C=C3[N+](=C2C1)C1=CC=CC=C1)N)C)C